[5-[(1S)-1-[(2S,4R)-4-hydroxy-2-[[(1S)-1-[4-(4-methylthiazol-5-yl)phenyl]ethyl]carbamoyl]pyrrolidine-1-carbonyl]-2-methyl-propyl]isoxazol-3-yl]oxyazetidine-1-carboxylate O[C@@H]1C[C@H](N(C1)C(=O)[C@@H](C(C)C)C1=CC(=NO1)OC1N(CC1)C(=O)[O-])C(N[C@@H](C)C1=CC=C(C=C1)C1=C(N=CS1)C)=O